4-(methyl((5-(5-(trifluoromethyl)-1,2,4-oxadiazol-3-yl)pyridin-2-yl)methyl)amino)cyclobut-3-ene-1,2-dione CN(C1=CC(C1=O)=O)CC1=NC=C(C=C1)C1=NOC(=N1)C(F)(F)F